C(C)(C)(C)C(C1=NC(=CC=C1)C(P)(C(C)(C)C)C(C)(C)C)(P)C(C)(C)C 2,6-bis(di-tert-butyl-phosphinomethyl)pyridine